triphenylmethylsulfonium chloride [Cl-].C1(=CC=CC=C1)C(C1=CC=CC=C1)(C1=CC=CC=C1)[SH2+]